5-((2r,5s)-2-(5-fluoropyridin-3-yl)-5-(hydroxymethyl)pyrrolidin-1-yl)-N-(1-methylcyclopropyl)pyrazolo[1,5-a]pyrimidine-3-carboxamide FC=1C=C(C=NC1)[C@@H]1N([C@@H](CC1)CO)C1=NC=2N(C=C1)N=CC2C(=O)NC2(CC2)C